The molecule is a carboxylic ester that is the ethyl ester of fluorescein in its ring-opened acid form and substituted on one of the oxygen functions of the xanthene nucleus by a carboxymethyl group. It has a role as a fluorescent probe. It is an ethyl ester and a dicarboxylic acid monoester. It derives from a fluorescein. CCOC(=O)C1=CC=CC=C1C2=C3C=CC(=O)C=C3OC4=C2C=CC(=C4)OCC(=O)O